tert-butyl 4-(5-((4-(bis(4-methoxybenzyl)amino)-2-(heptan-4-ylamino)imidazo[2,1-f][1,2,4]triazin-7-yl)(hydroxy)methyl)-3-methylpyridin-2-yl)piperazine-1-carboxylate COC1=CC=C(CN(C2=NC(=NN3C2=NC=C3C(C=3C=C(C(=NC3)N3CCN(CC3)C(=O)OC(C)(C)C)C)O)NC(CCC)CCC)CC3=CC=C(C=C3)OC)C=C1